N1CC12CCCCC2 azaspiro[2.5]octane